tert-butyl 3-((2-aminophenyl)(methyl)amino)pyrrolidine-1-carboxylate NC1=C(C=CC=C1)N(C1CN(CC1)C(=O)OC(C)(C)C)C